Cl.NC1=CC=C(C2=CC=CC=C12)O 4-Aminonaphthalen-1-ol hydrochloride